C(CCC)OC(=O)N1CC(C(CC1)N1CC2=CC=CC=C2CC1)O 4-(3,4-dihydroisoquinolin-2(1H)-yl)-3-hydroxypiperidine-1-carboxylic acid butyl ester